COCC(=O)N1C(C2=C(C=C(C=C2CC1)B1OC(C(O1)(C)C)(C)C)[C@H]1N(CCC1)C(=O)[O-])C(C)(C)C (S)-2-[2-(2-methoxyacetyl)-6-(4,4,5,5-tetramethyl-1,3,2-dioxaborolan-2-yl)-tert-butyl 1,2,3,4-tetrahydroisoquinolin-8-yl]pyrrolidine-1-carboxylate